((1-(dimethylamino)-3-(2-(3-methoxyphenethyl)phenoxy) propan-2-yl)oxy)methyl (S)-((((E)-chlorofluoromethylene)amino)oxy)phosphonofluoridate Cl\C(\F)=N\O[P@@](OCOC(CN(C)C)COC1=C(C=CC=C1)CCC1=CC(=CC=C1)OC)(=O)F